CC=1C=C(C=NC1C)NC(C(N1[C@@H](CCCC1)C1=CC=CC=C1)=O)=O (5,6-dimethyl-3-pyridyl)-2-oxo-2-[(2S)-2-phenyl-1-piperidyl]acetamide